6-(dimethylamino)pyrazine-2-carboxylic acid CN(C1=CN=CC(=N1)C(=O)O)C